C(C)(C)(C)OC(=O)N1CC2=CC=C(C=C2CC1)C1=C2C(=C(N=N1)C1=C(OCCOCCC(=O)O)C=C(C=C1)F)SC=C2 3-[2-[2-[4-(2-tert-butoxycarbonyl-3,4-dihydro-1H-isoquinolin-6-yl)thieno[2,3-d]pyridazin-7-yl]-5-fluoro-phenoxy]ethoxy]propanoic acid